ClC=1C=CC=C2C=CC=C(C12)C1=C(C=2N=C(N=C(C2C=N1)N[C@H]1CN(CCC1)C(=O)OC(C)(C)C)OC[C@]12CCCN2C[C@@H](C1)F)F tert-butyl (R)-3-((7-(8-chloronaphthalen-1-yl)-8-fluoro-2-(((2R,7aS)-2-fluorotetrahydro-1H-pyrrolizin-7a(5H)-yl)methoxy)pyrido[4,3-d]pyrimidin-4-yl)amino)piperidine-1-carboxylate